9,10-di(2,5-dimethylbenzoyloxy)anthracene CC1=C(C(=O)OC=2C3=CC=CC=C3C(=C3C=CC=CC23)OC(C2=C(C=CC(=C2)C)C)=O)C=C(C=C1)C